CC=1C=C2C=CN=CC2=CC1 6-methylisoquinolin